FC(C1=NN=C(O1)C=1C=CC(=NC1)CN(S(=O)(=O)C1CCN(CC1)C1CCOCC1)C=1C=C(C=CC1)C)F N-((5-(5-(difluoromethyl)-1,3,4-oxadiazol-2-yl)pyridin-2-yl)methyl)-1-(tetrahydro-2H-pyran-4-yl)-N-(m-tolyl)piperidine-4-sulfonamide